FC(C=1C=NC(=NC1)N1CCC(CC1)CCON=CCCC=CC1=C(C=CC=C1)C)(F)F ortho-methyl-styrenepropionaldehyde O-(2-(1-(5-(trifluoromethyl)pyrimidin-2-yl)piperidin-4-yl)ethyl)oxime